CC(=O)OC(C)(C)CCC(=O)[C@@](C)([C@H]1[C@@H](C[C@@]2([C@@]1(CC(=O)[C@@]3([C@H]2CC=C4[C@H]3C[C@@H](C(=O)C4(C)C)O)C)C)C)O)O The molecule is a 23,24-dihydrocucurbitacin in which a lanostane skeleton is multi-substituted with hydroxy, methyl and oxo substituents, with unsaturation at position 5; a hydroxy function at C-25 is acetylated. It is a 23,24-dihydrocucurbitacin, a secondary alpha-hydroxy ketone and a tertiary alpha-hydroxy ketone. It derives from a cucurbitacin B.